N(=[N+]=[N-])CCCOC(C(C)(C)C1=CC(=C2[C@H]3[C@H](C(OC2=C1)(C)C)CC=C(C3)C)O)=O 3-azidopropyl-2-((6aR,10aR)-6a,7,10,10a-tetrahydro-1-hydroxy-6,6,9-trimethyl-6H-benzo[c]chromen-3-yl)-2-methylpropanoate